11-anilino-7,8,9,10-tetrahydro-benzimidazo[1,2-b]isoquinoline-6-carbonitrile N(C1=CC=CC=C1)C=1N2C(C(=C3CCCCC13)C#N)=NC1=C2C=CC=C1